FC1=C2C=CNC2=CC(=C1OC=1C=CC(=C(C1)C=1NC(=CN1)[C@@]1(COC2=C1C=CC=C2CC(=O)OCC)C)F)F ethyl (R)-2-(3-(2-(5-((4,6-difluoro-1H-indol-5-yl)oxy)-2-fluorophenyl)-1H-imidazol-5-yl)-3-methyl-2,3-dihydrobenzofuran-7-yl)acetate